C1(CC1)C1=NC=CC(=C1)C1=NOC(=N1)[C@H](C)NC([C@H](C)C1=CC=CC=C1)=O (R)-N-((S)-1-(3-(2-cyclopropylpyridin-4-yl)-1,2,4-oxadiazol-5-yl)ethyl)-2-phenylpropanamide